3-Oxoandrost-4-en-17-yl tridecanoate C(CCCCCCCCCCCC)(=O)OC1[C@]2(C)[C@@H](CC1)[C@@H]1CCC3=CC(CC[C@]3(C)[C@H]1CC2)=O